tert-Butyl 3-[2-[[3-bromo-5-(5-fluoro-3-pyridyl)pyrazolo[1,5-a]pyrimidin-7-yl]-tert-butoxycarbonyl-amino]ethyl]indole-1-carboxylate BrC=1C=NN2C1N=C(C=C2N(CCC2=CN(C1=CC=CC=C21)C(=O)OC(C)(C)C)C(=O)OC(C)(C)C)C=2C=NC=C(C2)F